OC1=C(C=C(C(=O)C2=CC=C(C=C2)O)C=C1)C1CCCCCC1 4,4'-dihydroxy-3-cycloheptylbenzophenone